ClC1=CC=2C(=NN(N2)C=2C=C(C=C(C2O)C(C)(C)C)CCC(=O)OCCCCCCCC)C=C1 3-(5-chloro-2H-benzotriazol-2-yl)-5-(1,1-dimethylethyl)-4-hydroxybenzenepropanoic acid, octyl ester